(5-methyl-1,2-oxazol-3-yl)acetic acid CC1=CC(=NO1)CC(=O)O